C(CCCCCCC)SSC=1NC2=C(N1)C=CC=C2 2-(octyldithio)-benzimidazole